4,4'-methylenebis-(2,6-di-t-butyl-phenol) C(C1=CC(=C(C(=C1)C(C)(C)C)O)C(C)(C)C)C1=CC(=C(C(=C1)C(C)(C)C)O)C(C)(C)C